4-{2-[(tert-butyldimethylsilyl)oxy]ethyl}-2-dodecyl-6-[(7Z)-hexadec-7-en-1-yl]morpholine [Si](C)(C)(C(C)(C)C)OCCN1CC(OC(C1)CCCCCC\C=C/CCCCCCCC)CCCCCCCCCCCC